(4S)-3-[(2S)-2-[(1S)-1-ethoxycarbonyl-3-phenylpropyl]aminopropionyl]-1-methyl-2-oxoimidazoline-4-carboxylic acid tert-butyl-maleate C(C)(C)(C)/C(/C(=O)O)=C/C(=O)O.C(C)OC(=O)[C@H](CCC1=CC=CC=C1)N[C@H](C(=O)N1C(N(C[C@H]1C(=O)O)C)=O)C